anisnitrile C(C1=CC=C(C=C1)OC)#N